C12(CC(C1)C2)C(=O)N2N=CCC2C2=CC=CC=C2 Bicyclo[1.1.1]pent-1-yl-(5-phenyl-4,5-dihydro-1H-pyrazol-1-yl)methanone